(tert-butyl)-N-(2-methyl-4-(5-(piperazin-1-yl)pyrimidin-4-yl)benzyl)-1,2,4-oxadiazole-5-carboxamide hydrochloride Cl.C(C)(C)(C)C1=NOC(=N1)C(=O)NCC1=C(C=C(C=C1)C1=NC=NC=C1N1CCNCC1)C